Cl.NC1=CC=C(C=C1)CC1CCN(CC1)C1=CC=C(NC2C(NC(CC2)=O)=O)C=C1 3-[4-[4-[(4-aminophenyl)methyl]-1-piperidyl]anilino]piperidine-2,6-dione HCl salt